C(C)(CC)C(C(CC)C)(CCCCCCCCC(C(CC)C)(O)C(C)CC)O 4,13-Di-sec-butyl-3,14-dimethyl-hexadecane-4,13-diol